(2S,3R)-3-amino-4,4-difluoro-2-((2-fluoro-[1,1'-biphenyl]-3-yl)methyl)pyrrolidine-1-carboxylic acid tert-butyl ester C(C)(C)(C)OC(=O)N1[C@H]([C@H](C(C1)(F)F)N)CC=1C(=C(C=CC1)C1=CC=CC=C1)F